N1=CC=C(C=C1)NC(=O)[C@@H]1CC[C@H](CC1)C(C)N trans-N-(4-pyridyl)-4-(1-aminoethyl)-cyclohexanecarboxamide